7-(tert-butoxy)-6-fluoro-1-(2-isopropyl-4-methylpyridin-3-yl)pyrido[2,3-d]pyrimidine-2,4(1H,3H)-dione C(C)(C)(C)OC=1C(=CC2=C(N(C(NC2=O)=O)C=2C(=NC=CC2C)C(C)C)N1)F